3,7-dihydro-3-methyl-7-(2-butynyl)-1H-purine-one CN1C(NC=C2N(CN=C12)CC#CC)=O